N,N'-di-Boc-guanidine C(=O)(OC(C)(C)C)NC(=N)NC(=O)OC(C)(C)C